FC=1C=C(C(=O)NCC2CCC(CC2)C(NO)=N)C=C(C1OCC1=CC=C(C=C1)OC)F 3,5-difluoro-N-{[(1r,4r)-4-(N-hydroxycarbamimidoyl)cyclohexyl]methyl}-4-[(4-methoxyphenyl)methoxy]benzamide